BrC1=CC=C(S1)C(C)=CC(C)(S(=O)N)C (1-(5-bromothiophen-2-yl)ethylidene)-2-methylpropane-2-sulfinamide